2,3,4,5-tetrakis(trifluoromethyl)phenol FC(C1=C(C=C(C(=C1C(F)(F)F)C(F)(F)F)C(F)(F)F)O)(F)F